C1=C2C=3N(C=4C=CC=CC4C2=CC=C1)BN1C(N3)=CC=CC1 pyrido[1',2':3,4][1,3,5,2]triazaborinino[1,6-f]phenanthridine